silicon dioxide Iron [Fe].[Si](=O)=O